FC1=C(C=C2C=CN(C(C2=C1)=O)CCC[C@H](C)NC=1C=NNC(C1C(F)(F)F)=O)C1=NN(C(=N1)C(F)(F)F)C (S)-7-fluoro-6-(1-methyl-5-(trifluoromethyl)-1H-1,2,4-triazol-3-yl)-2-(4-((6-oxo-5-(trifluoromethyl)-1,6-dihydropyridazin-4-yl)amino)pentyl)isoquinolin-1(2H)-one